7-Amino-4-methyl-coumarin (2S)-2-[(tert-butoxycarbonyl)amino]-3-{[(2-{[1-(6-nitrobenzo[d][1,3]-dioxol-5-yl)ethyl]thio}-ethoxy)carbonyl]amino}propanoate C(C)(C)(C)OC(=O)N[C@H](C(=O)O)CNC(=O)OCCSC(C)C1=CC2=C(OCO2)C=C1[N+](=O)[O-].NC1=CC=C2C(=CC(OC2=C1)=O)C